[Li]C1=C(C=CC=C1)[Li] 1,2-di-lithiobenzene